CN(C)C(=[N+]1N=NC2=NC=CC=C21)N(C)C 1-[bis(dimethylamino)methylene]-1H-1,2,3-triazolo[4,5-b]pyridinium